N-[(3R)-2,6-dioxo-3-piperidyl]-1,2,3,4-tetrahydroquinoline-4-carboxamide O=C1NC(CC[C@H]1NC(=O)C1CCNC2=CC=CC=C12)=O